9-(4-(1,1-diphenylethyl)pyridin-2-yl)-6-phenyl-9H-carbazol-2-ol C1(=CC=CC=C1)C(C)(C1=CC=CC=C1)C1=CC(=NC=C1)N1C2=CC=C(C=C2C=2C=CC(=CC12)O)C1=CC=CC=C1